CN(CCCN(CCCNC1=CC(=NC2=CC=CC=C12)C1=CC=C(C=C1)OC)CC1CCN(CC1)C(=O)OC(C)(C)C)C tert-Butyl 4-(((3-(dimethylamino)propyl)(3-((2-(4-methoxyphenyl)quinolin-4-yl)amino)propyl)amino)methyl)piperidine-1-carboxylate